benzyl 3-(4-trifluoromethylbenzyl)-2-methylamino-4-oxo-3,5,7,8-tetrahydropyrido[4,3-d]pyrimidine-6(4H)-carboxylate FC(C1=CC=C(CN2C(=NC3=C(C2=O)CN(CC3)C(=O)OCC3=CC=CC=C3)NC)C=C1)(F)F